(R)-4-Chloro-5-(7-(4-chloro-3-(trifluoromethyl)benzoyl)-2-(isopropylamino)-6-methyl-4-oxo-5,6,7,8-tetrahydropyrido[3,4-d]pyrimidin-3(4H)-yl)-N,1-dimethyl-1H-imidazole-2-carboxamide ClC=1N=C(N(C1N1C(=NC2=C(C1=O)C[C@H](N(C2)C(C2=CC(=C(C=C2)Cl)C(F)(F)F)=O)C)NC(C)C)C)C(=O)NC